(1R,5S,6r)-6-(5-ethyl-5-methyl-4,5-dihydro-1,2-oxazol-3-yl)-3-azabicyclo[3.1.0]hexane TFA salt OC(=O)C(F)(F)F.C(C)C1(CC(=NO1)C1[C@H]2CNC[C@@H]12)C